rac-(3-((1R,3R)-3-(Methylcarbamoyl)-cyclohexyl)-1,2,3-oxadiazol-3-ium-5-yl)((3-(2-(o-tolyl)-acetamido)-5-(trifluoromethyl)phenyl)-carbamoyl)amide CNC(=O)[C@H]1C[C@@H](CCC1)[N+]1=NOC(=C1)[N-]C(NC1=CC(=CC(=C1)C(F)(F)F)NC(CC1=C(C=CC=C1)C)=O)=O |r|